[Si](C)(C)(C(C)(C)C)OC[C@H]1C[C@H]([C@H]2[C@@H]1OC(O2)(C)C)N2C=C(C1=C2N=C(N=C1N)Cl)C1=CC=CC=C1 7-((3as,4R,6R,6aR)-6-(((tert-butyldimethylsilyl)oxy)methyl)-2,2-dimethyltetrahydro-4H-cyclopenta[d][1,3]dioxol-4-yl)-2-chloro-5-phenyl-7H-pyrrolo[2,3-d]pyrimidin-4-amine